N-((3S,4S)-1-(7-(8-ethynyl-3-hydroxynaphthalen-1-yl)-8-fluoro-2-((tetrahydro-1H-pyrrolizin-7a(5H)-yl)methoxy)pyrido[4,3-d]pyrimidin-4-yl)-4-hydroxy-4-methylazepan-3-yl)acrylamide C(#C)C=1C=CC=C2C=C(C=C(C12)C1=C(C=2N=C(N=C(C2C=N1)N1C[C@@H]([C@@](CCC1)(C)O)NC(C=C)=O)OCC12CCCN2CCC1)F)O